C(C)C=1N=C2N(C=C(N=C2C)C)C1C=1C=CC(=NC1)CCNC(=O)NS(=O)(=O)C1=CC=C(C=C1)C 1-[2-[5-(2-ethyl-6,8-dimethyl-imidazo[1,2-a]pyrazin-3-yl)-2-pyridyl]ethyl]-3-(p-tolylsulfonyl)urea